1-((2'-(N-(4,5-dimethylisothiazol-3-yl)sulfamoyl)-2-(ethoxymethyl)-[1,1'-biphenyl]-4-yl)methyl)-2-ethoxy-1H-benzo[d]imidazole-7-carboxylic acid CC=1C(=NSC1C)NS(=O)(=O)C1=C(C=CC=C1)C1=C(C=C(C=C1)CN1C(=NC2=C1C(=CC=C2)C(=O)O)OCC)COCC